C(C)N(C1=CC=C(C=C1)C1(OC(=O)C2=CC(=CC=C12)N(C)C)C1=CC=C(C=C1)N(CC)CC)CC 3,3-bis(p-diethylamino-phenyl)-6-dimethylamino-phthalide